C(C)(C)(C)C=1C=C(CN(C(CN(S(=O)(=O)C2=C(C(=C(C(=C2F)F)F)F)F)CC=2C=NC=CC2C(F)(F)F)=O)C2=C(C=C(C(=O)O)C=C2)OC)C=CC1 4-(N-(3-(tert-butyl)benzyl)-2-(N-((4-(trifluoromethyl)pyridin-3-yl)methyl)-(2,3,4,5,6-pentafluoro-phenyl)sulfonamido)acetamido)-3-methoxybenzoic acid